C(C=C)(=O)N1C[C@@H](O[C@@H](C1)CN1CC(C1)(F)F)C1=CC(=NC(=C1)Cl)C1=CC(=NC=N1)C(=O)NC 6-(4-((2S,6R)-4-acryloyl-6-((3,3-difluoroazetidin-1-yl)methyl)morpholin-2-yl)-6-chloropyridin-2-yl)-N-methylpyrimidine-4-carboxamide